COC1=C(C=C(C=C1)C1=CN(C(C2=CC=CC=C12)=O)C)NS(=O)(=O)C N-[2-methoxy-5-(2-methyl-1-oxoisoquinolin-4-yl)phenyl]methanesulfonamide